[Si](C1=CC=CC=C1)(C1=CC=CC=C1)(C(C)(C)C)OC[C@@]1([C@H]([C@@H]2[C@@H](OC(O2)(C)C)O1)O)C (3aR,5R,6S,6aR)-5-(((tert-butyldiphenylsilyl)oxy)methyl)-2,2,5-trimethyltetrahydrofuro[2,3-d][1,3]dioxol-6-ol